CO[Si](C(C)C(C[Si](O[Si](C)(C)N(CC)CC)(C)C)[SiH2]CNCCC[Si](OCC)(OCC)C)(OC)OC 1-trimethoxysilylethyl-3-(diethylamino)(methyldiethoxysilylpropylamino)methylsilylethyl-1,1,3,3-tetramethyldisiloxane